CC1([C@H](CC=2C(=NC=C(C2)C2=NC(=NO2)C=2SC=CN2)O1)O)C (S)-2,2-dimethyl-6-(3-(thiazol-2-yl)-1,2,4-oxadiazol-5-yl)-3,4-dihydro-2H-pyrano[2,3-b]pyridin-3-ol